2-((S)-1-propenoyl-4-(8-(8-chloronaphthalen-1-yl)-2-(((S)-1-methylpyrrolidin-2-yl)methoxy)-7-oxo-6,7,8,9-tetrahydro-5H-pyrimido[4,5-c]azepin-4-yl)piperazin-2-yl)acetonitrile C(C=C)(=O)N1[C@H](CN(CC1)C1=NC(=NC=2CN(C(CCC21)=O)C2=CC=CC1=CC=CC(=C21)Cl)OC[C@H]2N(CCC2)C)CC#N